N-[(2Z)-imidazolidin-2-ylidene]-3-(oxan-4-yl)-4-({3-[(propan-2-yl)carbamoyl]phenyl}amino)benzamide N1C(NCC1)=NC(C1=CC(=C(C=C1)NC1=CC(=CC=C1)C(NC(C)C)=O)C1CCOCC1)=O